chloro(trimethyl)disilane Cl[SiH2][Si](C)(C)C